ClC(OC1=CC=C(C=C1)NC(=O)C1=CC(=C2C(=C1)NC(C21CCN(CC1)S(=O)(=O)C)=O)C1=CC=NN1)(F)F N-(4-(chlorodifluoromethoxy)phenyl)-1'-(methylsulfonyl)-2-oxo-4-(1H-pyrazol-5-yl)spiro[indoline-3,4'-piperidine]-6-carboxamide